OCC(NCCCCS(=O)(=O)O)(CO)CO N-tris[hydroxymethyl]methyl-4-aminobutanesulphonic acid